ClC1=CC=C(C=C1)C1=C(CCC(C1)(C)C)CN1CCN(CC1)C1=CC(=C(C(=O)O)C=C1)OC=1C=C2C(NC1)=NC=C2 4-[4-[[2-(4-chlorophenyl)-4,4-dimethyl-cyclohexen-1-yl]methyl]piperazin-1-yl]-2-(7H-pyrrolo[2,3-b]pyridin-5-yloxy)benzoic acid